4-(isopropylamino)pyridin-2-ylpyrazolo[1,5-a]pyrimidine-6-nitrile C(C)(C)NC1=CC(=NC=C1)C1=NN2C(N=CC(=C2)C#N)=C1